5-(1-(2-(4-chlorophenyl)glycyl)-piperidin-4-yl)-3-hydroxy-pyridine ClC1=CC=C(C=C1)C(N)C(=O)N1CCC(CC1)C=1C=C(C=NC1)O